tert-butyl 4-(1-methylpiperidin-4-yl)-2-((tetrahydro-2H-pyran-4-yl) amino)benzoate CN1CCC(CC1)C1=CC(=C(C(=O)OC(C)(C)C)C=C1)NC1CCOCC1